BrC=1C=C(C(=C(C1)NN)Cl)Cl (5-bromo-2,3-dichloro-phenyl)hydrazine